α-Methylserotonin CC(CC1=CNC2=C1C=C(C=C2)O)N